1-Boc-2-piperidinemethanol C(=O)(OC(C)(C)C)N1C(CCCC1)CO